2-(dimethylamino)-1-(4-(3-isopropyl-2-(2-methoxypyridin-4-yl)-1H-indol-5-yl)piperidin-1-yl)ethan-1-one CN(CC(=O)N1CCC(CC1)C=1C=C2C(=C(NC2=CC1)C1=CC(=NC=C1)OC)C(C)C)C